2,4-dimethoxy-6-[(4-nitrobenzyl)amino]benzoic acid COC1=C(C(=O)O)C(=CC(=C1)OC)NCC1=CC=C(C=C1)[N+](=O)[O-]